CN1CCC2CNCCC21 methyloctahydro-5H-pyrrolo[3,2-c]pyridin